C=1OC=C2C(=CC=CC12)CN isobenzofuran-4-methylamine